N-hydroxy-heptanamide ONC(CCCCCC)=O